C[Hf](N(C)C)(N(C)C)(N(C)C)C (dimethyl)tris(dimethylamino)hafnium